BrC=1C=CC(=C(OCCCN2CCCC2)C1)C=1OC2=C(C=CC=C2C(C1)=O)Cl 1-[3-[5-Bromo-2-(8-chloro-4-oxochromen-2-yl)phenoxy]propyl]pyrrolidin